(R)-N-((R)-5,6-dihydrospiro[cyclopenta[b]pyridine-7,4'-piperidin]-6-yl)-2-methylpropane-2-sulfinamide N1CCC2(CC1)[C@@H](CC=1C2=NC=CC1)N[S@](=O)C(C)(C)C